C(C1=CC=CC=C1)C1(CNCN1)C=1C=NC=CC1 5-benzyl-5-(pyridin-3-yl)imidazolidine